C1(CCCC1)S(=O)(=O)C=1C=C(C=CC1)NC(C1=C(N=C(C=C1)NC1COC1)N1CCC2(CC2)CC1)=O N-(3-(cyclopentylsulfonyl)phenyl)-6-(oxetan-3-ylamino)-2-(6-azaspiro[2.5]octan-6-yl)nicotinamide